C[SiH](C)[Hf](C1C(=CC2=C(C=CC=C12)C1=CC=CC=C1)C1=CC=CC=C1)(C=1C(C2=CC=CC=C2C1C)C)C=1C(C2=CC=CC=C2C1C)C dimethylsilyl-bis(1,3-dimethyl-inden-2-yl)(2,4-diphenyl-inden-1-yl)hafnium